2-methylbenzoylperoxid CC1=C(C(=O)OOC(C2=C(C=CC=C2)C)=O)C=CC=C1